N,N-dimethylammonium carbonate C([O-])([O-])=O.C[NH2+]C.C[NH2+]C